pyrimidine-5-carbaldehyde O-methyl oxime CON=CC=1C=NC=NC1